6-chloro-1-methyl-2-oxo-4-{4-[4-(trifluoromethoxy)phenoxy]piperidin-1-yl}-1,2-dihydroquinoline-3-carbonitrile ClC=1C=C2C(=C(C(N(C2=CC1)C)=O)C#N)N1CCC(CC1)OC1=CC=C(C=C1)OC(F)(F)F